N-(mercapto-2-ethyl)gluconamide SC(C)NC(=O)[C@H](O)[C@@H](O)[C@H](O)[C@H](O)CO